5-bromo-2-(trifluoromethanesulfonyl)-6-(trifluoromethyl)pyridine-3-carboxylic acid methyl ester COC(=O)C=1C(=NC(=C(C1)Br)C(F)(F)F)S(=O)(=O)C(F)(F)F